quinazolin-6(2H)-one N=1CN=CC2=CC(C=CC12)=O